C(C1=CC=CC=C1)(=O)ON=C(C)C=1C=CC=2N(C3=CC=C(C=C3C2C1)C(C1=C(C=CC=C1)C)=O)C [1-[9-methyl-6-(2-methylbenzoyl) carbazol-3-yl] ethylideneamino] benzoate